2-chloro-5-{1-[2,6-dichloro-4-(perfluoroprop-2-yl)phenyl]-1H-pyrazol-4-yl}nicotinic acid ClC1=C(C(=O)O)C=C(C=N1)C=1C=NN(C1)C1=C(C=C(C=C1Cl)C(C(F)(F)F)(C(F)(F)F)F)Cl